C(/C1=CC=CC=C1)=C/1\C(N\C(\C(N1)=O)=C/C=1N=CNC1C(C)(C)C)=O (3Z,6Z)-3-benzylidene-6-[(5-tert-butyl-1H-imidazol-4-yl)methylidene]piperazine-2,5-dione